C(C)(C)(C)OC(=O)N1CCC(CC1)N1C(C2=CC=C(C=C2CC1)C=1C=C(C=2N(N1)C=C(N2)C)C)=O tert-butyl-4-(6-[2,8-dimethylimidazo[1,2-b]pyridazin-6-yl]-1-oxo-3,4-dihydroisoquinolin-2-yl)piperidine-1-carboxylate